3-cyclopropyl-1-(3-(1,3-dimethyl-1H-pyrazol-4-yl)-7-fluoroisoquinolin-8-yl)-N-methyl-5,6-dihydroimidazo[1,5-a]pyrazine-7(8H)-carboxamide C1(CC1)C1=NC(=C2N1CCN(C2)C(=O)NC)C=2C(=CC=C1C=C(N=CC21)C=2C(=NN(C2)C)C)F